N-((3R,5S)-5-((1H-1,2,3-Triazol-1-yl)methyl)pyrrolidin-3-yl)-5-(2-(trifluoromethoxy)phenyl)oxazole-2-carboxamide TFA salt OC(=O)C(F)(F)F.N1(N=NC=C1)C[C@@H]1C[C@H](CN1)NC(=O)C=1OC(=CN1)C1=C(C=CC=C1)OC(F)(F)F